Magnesium bromat Br(=O)(=O)[O-].[Mg+2].Br(=O)(=O)[O-]